4-[1-[[4-[(3R)-3-[3-(Trifluoromethoxy)phenoxy]pyrrolidin-1-yl]tetrahydropyran-4-carbonyl]amino]cyclopropyl]benzoic acid FC(OC=1C=C(O[C@H]2CN(CC2)C2(CCOCC2)C(=O)NC2(CC2)C2=CC=C(C(=O)O)C=C2)C=CC1)(F)F